CC=1C(=C(C(=O)C2=CC(=CC=C2)C)C=CC1)OC 3,3'-dimethyl-2-Methoxybenzophenone